FC1=CC=C(C(=N1)C)OC1=C(C(=O)NC2=CC(=C(C=C2)F)[S@@](=O)(=N)C)C(=C(C=N1)C(F)(F)F)C (R)-2-((6-fluoro-2-methylpyridin-3-yl)oxy)-N-(4-fluoro-3-(S-methylsulfonimidoyl)phenyl)-4-methyl-5-(trifluoromethyl)nicotinamide